OCCCCOC(=O)C=1OC2=C(C1C)C(CC(C2)C=2OC=CN2)=O 4-hydroxybutyl-3-methyl-6-(oxazol-2-yl)-4-oxo-4,5,6,7-tetrahydrobenzofuran-2-carboxylate